COC=1C=C(C=CC1OC1=CC=C(C=C1)C(F)(F)F)C1C=2C(NC(C1)=O)=NNC2 4-{3-Methoxy-4-[4-(trifluoromethyl)phenoxy]phenyl}-2H,4H,5H,6H,7H-pyrazolo[3,4-b]pyridin-6-one